methyl 1-(4-(2-amino-5-(trifluoromethyl)pyrimidin-4-yl)-1H-pyrazol-1-yl)cyclopropane-1-carboxylate NC1=NC=C(C(=N1)C=1C=NN(C1)C1(CC1)C(=O)OC)C(F)(F)F